S1C=NC2=C1C=CC(=C2)NC2=NC(=NC=C2)NC2=CC(=C(C=C2)OCCCN2CCCCC2)OC 4-(1,3-benzothiazol-5-ylamino)-2-[3-methoxy-4-(3-piperidinopropoxy)phenylamino]pyrimidine